2-(3,4-dimethoxyphenyl)-6-(1'-isobutyl-[1,4'-bipiperidin]-4-yl)imidazo[1,2-a]pyridine COC=1C=C(C=CC1OC)C=1N=C2N(C=C(C=C2)C2CCN(CC2)C2CCN(CC2)CC(C)C)C1